1-isopropyl-4-(1-phenylethoxy)benzene C(C)(C)C1=CC=C(C=C1)OC(C)C1=CC=CC=C1